5-((6-isopropoxypyrazin-2-yl)amino)-1-methyl-1H-pyrazol C(C)(C)OC1=CN=CC(=N1)NC1=CC=NN1C